C(C1=CC=CC=C1)C1=NN=C(S1)C(=O)O 5-benzyl-1,3,4-thiadiazole-2-carboxylic acid